CNC(C1=NC=C(C=C1)N1[C@@H]2CC[C@@H]2N(CC1)CC1=CN=C2C3=C(C(NC2=C1)=O)OCCC3)=O N-methyl-5-((1R,6S)-5-((6-oxo-6,8,9,10-tetrahydro-5H-pyrano[2,3-c][1,5]naphthyridin-3-yl)methyl)-2,5-diazabicyclo[4.2.0]octan-2-yl)picolinamide